C(C)(=O)N1CCC(CC1)NC1=CC(=NC(=N1)OCC)C(=O)O 6-((1-acetylpiperidin-4-yl)amino)-2-ethoxypyrimidine-4-carboxylic acid